Tert-butyl 2-((tert-butoxycarbonyl)oxy)-6-((2-fluoroethoxy)methyl)-3-((3aS,4R,6R)-3a,5,5-trimethylhexahydro-4,6-methanobenzo[d][1,3,2]dioxaborolan-2-yl)benzoate C(C)(C)(C)OC(=O)OC1=C(C(=O)OC(C)(C)C)C(=CC=C1B1O[C@@]2(C(O1)C[C@@H]1C([C@H]2C1)(C)C)C)COCCF